6-(pyrimidin-5-ylamino)-4-(2-(trifluoromethyl)pyrimidin-5-yl)nicotinaldehyde N1=CN=CC(=C1)NC1=NC=C(C=O)C(=C1)C=1C=NC(=NC1)C(F)(F)F